Ethoxy-Methyl-Silanol C(C)O[SiH](O)C